OCC12CCC(CC1)(CC2)CO 1,4-bis(hydroxymethyl)bicyclo[2.2.2]octane